[Cl-].C(C=C)(=O)NCCC[N+](C)(C)C (3-acrylamidopropyl)trimethyl-ammonium chloride salt